(5S,8S)-N-((trans)-2-(2,4-dichlorophenyl)cyclopropyl)-5-fluoro-8-hydroxy-5,6,7,8-tetrahydro-quinoline-5-carboxamide ClC1=C(C=CC(=C1)Cl)[C@H]1[C@@H](C1)NC(=O)[C@]1(C=2C=CC=NC2[C@H](CC1)O)F